C(#N)C1=C(C=CC(=C1)C)CS(=O)(=O)NC1=C(C=C(C=C1)C1=NC=2C=NC(=NC2N(C1=O)C(C)C)N[C@@H]1CNC[C@H](C1)F)F 1-(2-cyano-4-methyl-phenyl)-N-(2-fluoro-4-(2-(((3S,5S)-5-fluoro-piperidin-3-yl)amino)-8-isopropyl-7-oxo-7,8-dihydropteridin-6-yl)-phenyl)methanesulfonamide